3-[2-methyl-4-[5-methyl-3-(4-pyridyl)-1H-pyrazol-4-yl]phenyl]pyridine CC1=C(C=CC(=C1)C=1C(=NNC1C)C1=CC=NC=C1)C=1C=NC=CC1